N-(5-aminopentyl)-N-hydroxybutandiamide NCCCCCN(C(CCC(=O)N)=O)O